2-bromo-9-methyl-6,7,8,9-tetrahydro-5H-pyrrolo[2,3-b:4,5-c']dipyridine BrC1=CC=C2C(=N1)N(C1=C2CNCC1)C